C1=C(C=CC2=CC=CC=C12)C[N+]1=NOC(=C1)[N-]C(NC1=CC(=CC=C1)C(F)(F)F)=O (3-(naphthalen-2-ylmethyl)-1,2,3-oxadiazol-3-ium-5-yl)((3-(trifluoromethyl)phenyl)carbamoyl)amide